N-(cis-4-ethoxycyclohexyl)-5-(3-(2-methoxyethyl)-2-methyl-3H-imidazo[4,5-b]pyridin-5-yl)pyrrolo[2,1-f][1,2,4]triazin-2-amine C(C)O[C@H]1CC[C@H](CC1)NC1=NN2C(C=N1)=C(C=C2)C2=CC=C1C(=N2)N(C(=N1)C)CCOC